C1(CC1)C1=C(C=CC(=C1)OC)C=1N(C(C2=C(N1)SC1=C2C=CC=C1NS(=O)(=O)C)=O)CC1=CN=CO1 N-(2-(2-cyclopropyl-4-methoxyphenyl)-3-(oxazol-5-ylmethyl)-4-oxo-3,4-dihydrobenzo[4,5]thieno[2,3-d]pyrimidin-8-yl)methanesulfonamide